N1CCC(CC1)OC1=C2CNCC2=CC=C1 4-(piperidin-4-yloxy)isoindolin